C1SCSC1 2,4-dithiolane